The molecule is a sesterterpenoid isolated from the marine sponge Aplysinopsis digitata that exhibits cytotoxicity against P388 mouse leukemia cells. It has a role as a metabolite and an antineoplastic agent. It is a sesterterpenoid, a butenolide, a primary alcohol and a secondary alcohol. CC1=C(C(CCC1)(C)C)CC/C(=C/CC/C(=C\\CC(C2=CC(=O)OC2O)O)/CO)/C